C[SiH](C)[Zr](C1=CC=CC=2C3=CC=CC=C3CC12)C1(C(=C(C(=C1)C)C)C)C dimethylsilyl-(tetramethylcyclopentadienyl)(fluorenyl)zirconium